C1CCC/C=C\C=C/CCC1 cycloundecadiene